C(C)C(CSCC(CC)Cl)Cl ethyl-2-chloroethyl sulphide